COC(C(C)NC(CCCCCCCCCCC(=O)NC(C(=O)[O-])C)=O)=O methyl-2,2'-dodecanediamidodipropionate